N1(C=NC=C1)C1=NC(=CC(=N1)C(=O)NC1=CC=NC=C1)C 2-(1H-imidazol-1-yl)-6-methyl-N-(pyridin-4-yl)pyrimidine-4-carboxamide